CN1N=C(C=C1)N[C@H]1C[C@H](N(CC1)C(=O)OC(C)(C)C)C1=CC=CC=C1 tert-Butyl (2S,4R)-4-((1-methyl-1H-pyrazol-3-yl)amino)-2-phenylpiperidine-1-carboxylate